FC=1C(=NC(=NC1)NC1=CC(=CC=C1)N1CCN(CC1)CC1OC1)N1C=C(C2=CC=CC=C12)C(=O)N 1-{5-fluoro-2-[3-(4-oxiranylmethyl-piperazin-1-yl)-phenylamino]-pyrimidin-4-yl}-1H-indole-3-carboxylic acid amide